FC=1C(=C(C=CC1)C1=CC(=NC(=N1)N)C=1N=NN(C1)CC1=NC(=CC=C1)C(C)(C)C)OC 6-(3-fluoro-2-methoxyphenyl)-4-(1-{[6-(tert-butyl)-2-pyridinyl]methyl}-1H-1,2,3-triazol-4-yl)-2-pyrimidinylamine